4-((5-(3,5-Dichlorophenyl)-1-(4-(trifluoromethyl)benzyl)-1H-indol-7-amido)methyl)benzoic acid ClC=1C=C(C=C(C1)Cl)C=1C=C2C=CN(C2=C(C1)C(=O)NCC1=CC=C(C(=O)O)C=C1)CC1=CC=C(C=C1)C(F)(F)F